NC=1C=C(C=NC1)[C@H](C)N1CCOC=2C=3C1=NC=NC3C=C(C2Cl)C2=C(C(=CC(=N2)N(CC2=CC=C(C=C2)OC)CC2=CC=C(C=C2)OC)C)C(F)(F)F (S)-6-(4-(1-(5-aminopyridin-3-yl)ethyl)-8-chloro-5,6-dihydro-4H-[1,4]oxazepino[5,6,7-de]quinazolin-9-yl)-N,N-bis(4-methoxybenzyl)-4-methyl-5-(trifluoromethyl)pyridin-2-amine